tert-Butyl (S)-5-amino-4-(5-(6-amino-5-cyano-3-(trifluoromethyl)pyridin-2-yl)-1-oxoisoindolin-2-yl)-5-oxopentanoate NC([C@H](CCC(=O)OC(C)(C)C)N1C(C2=CC=C(C=C2C1)C1=NC(=C(C=C1C(F)(F)F)C#N)N)=O)=O